C1(=CC=CC=C1)N1C(CC1)COC=1C=CC=C(C(=O)N)C1 5-((1-phenylazetidin-2-yl)methoxy)benzamide